Tert-butyl ((S)-2-(4-chlorophenyl)-3-((1R,5S)-3-(5-methyl-7H-pyrrolo[2,3-d]pyrimidin-4-yl)-3,8-diazabicyclo[3.2.1]octan-8-yl)-3-oxopropyl)(isopropyl)carbamate ClC1=CC=C(C=C1)[C@@H](CN(C(OC(C)(C)C)=O)C(C)C)C(=O)N1[C@H]2CN(C[C@@H]1CC2)C=2C1=C(N=CN2)NC=C1C